1-fluoro-3-methyl-2-nitro-benzene FC1=C(C(=CC=C1)C)[N+](=O)[O-]